C(C1=CC=CC=C1)(C1=CC=CC=C1)=NC=1N=NC(=CC1C(=O)[O-])C.[Li+].[Br-].C(=C)C1=CC=C(C[N+]2=CC=CC=C2)C=C1 (4-vinylbenzyl)-pyridinium bromide lithium 3-(benzhydrylideneamino)-6-methyl-pyridazine-4-carboxylate